C12COCC(CC1)N2C=O (3-oxa-8-azabicyclo[3.2.1]octan-8-yl)methanone